(4-(4-(cyclopropylamino)-4-oxobutyl)-1-phenyl-1H-imidazol-2-yl)-3-(1H-indazol-4-yl)benzamide C1(CC1)NC(CCCC=1N=C(N(C1)C1=CC=CC=C1)C1=C(C(=O)N)C=CC=C1C1=C2C=NNC2=CC=C1)=O